Cl.COC(=O)[C@H]1NCC[C@@H]1OCC=C.FC1=C(C2=C(C(=C(C(=C2C(=C1F)F)F)F)F)F)OB(O)O.C(CCCCCCCCCCCCCCCCC)N(C1=C(C=CC=C1)C)CCCCCCCCCCCCCCCCCC dioctadecyl-toluyl-amine (perfluoronaphthyl)borate (2S,3S)-methyl-3-(allyloxy)pyrrolidine-2-carboxylate hydrochloride